tert-butyl (R)-2-(((5-cyclohexylpyridin-2-yl)methyl)(2-methyl-1-oxo-1,2-dihydroisoquinolin-6-yl)carbamoyl)azetidine-1-carboxylate C1(CCCCC1)C=1C=CC(=NC1)CN(C(=O)[C@@H]1N(CC1)C(=O)OC(C)(C)C)C=1C=C2C=CN(C(C2=CC1)=O)C